C(=O)(OC(C)(C)C)N[C@@H](C)C(=O)O (S)-Bocalanine